dicyclohexyl-(2',6'-dimethoxybiphenyl-2-yl)-lambda5-phosphanyl chloride C1(CCCCC1)P(C1=C(C=CC=C1)C1=C(C=CC=C1OC)OC)(C1CCCCC1)Cl